C1(CC1)[C@@H](NC(=O)[C@@H]1N([C@H]2C[C@H]2C1)C(C1=CC(=CC=C1)S(=O)(=O)C)=O)C1=C(C=C(C=C1)C(F)(F)F)F (1S,3R,5S)-N-((R)-cyclopropyl(2-fluoro-4-(trifluoromethyl)phenyl)methyl)-2-(3-(methylsulfonyl)benzoyl)-2-azabicyclo[3.1.0]hexane-3-carboxamide